C(C)(C)(C)OC(NCCN(C1CC1)C(C)C1=C(C(=CC=C1)Br)F)=O N-[2-[1-(3-bromo-2-fluorophenyl)ethylcyclopropylamino]ethyl]carbamic acid tert-butyl ester